N-(4-((4-Chlorothiophen-2-Yl)Methoxy)Phenyl)-5-Fluoro-6-(1H-Tetrazol-5-Yl)Benzofuran-3-Carboxamide ClC=1C=C(SC1)COC1=CC=C(C=C1)NC(=O)C1=COC2=C1C=C(C(=C2)C2=NN=NN2)F